CNC(=O)C1=NN(C(=C1)C(=O)NC=1OC=CN1)[C@@H](C)C1=CC=CC=C1 (S)-N3-methyl-N5-(oxazol-2-yl)-1-(1-phenylethyl)-1H-pyrazole-3,5-dicarboxamide